(cyclopropylethynyl)pyrazin-2-amine C1(CC1)C#CC=1C(=NC=CN1)N